1-(decan-2-yl) 17-(heptadecan-9-yl) 9-(((tetrahydrofuran-3-yl)methyl)amino)heptadecanedioate O1CC(CC1)CNC(CCCCCCCC(=O)OC(C)CCCCCCCC)CCCCCCCC(=O)OC(CCCCCCCC)CCCCCCCC